Cl.BrC1=CC2=C(SC=C2CCN)C=C1 2-(5-bromobenzo[B]thiophen-3-yl)ethylamine hydrochloride